2-[4-(benzyloxy)-2-nitrophenyl]acetic acid C(C1=CC=CC=C1)OC1=CC(=C(C=C1)CC(=O)O)[N+](=O)[O-]